CN[C@H](CS)C(=O)O N-methyl-D-cysteine